Indollactat N1C(=CC2=CC=CC=C12)CC(C(=O)[O-])O